5,12-dihydrobenzo[b]acridine C1=CC=CC=2NC=3C=C4C(=CC3CC12)C=CC=C4